tert-butyl-(1R,4R)-5-(2-(3,7-dibromo-10H-phenoxazin-10-yl)ethyl)-2,5-diazabicyclo[2.2.1]heptane C(C)(C)(C)[C@@]12NC[C@H](N(C1)CCN1C3=CC=C(C=C3OC=3C=C(C=CC13)Br)Br)C2